FC1=CC=CC=2C(=N[C@@H](C(NC21)=O)NC(=O)C2=C(N=C1N2N=C(C=C1)N1CCOCC1)C1=C(C=CC=C1)F)C1=CC=CC=C1 N-[(3S)-9-Fluoro-2-oxo-5-phenyl-1,3-dihydro-1,4-benzodiazepin-3-yl]-2-(2-fluorophenyl)-6-morpholin-4-ylimidazo[1,2-b]pyridazine-3-carboxamide